FC(CCOC1=C(C=CC=C1)C1CCN(CC1)C1=CC(=C(C#N)C=C1)C(F)(F)F)(CCO)F 4-(4-((3,3-difluoro-5-hydroxypentyloxy)phenyl)piperidin-1-yl)-2-(trifluoromethyl)benzonitrile